7-acetyl-4-amino-2-(2-fluoro-4-(2-fluoroacryloylamino)phenyl)pyrazolo[1,5-a]pyrazin C(C)(=O)C1=CN=C(C=2N1N=C(C2)C2=C(C=C(C=C2)NC(C(=C)F)=O)F)N